N1(CCOCC1)C(=O)C=1NC2=CC=C(C=C2C1)N1C(NC2=C(C1=O)C1=C(S2)CCCCC1)=O 3-(2-(morpholine-4-carbonyl)-1H-indol-5-yl)-1,5,6,7,8,9-hexahydro-2H-cyclohepta[4,5]thieno[2,3-d]pyrimidine-2,4(3H)-dione